N-PALMITOYL-SERINEOL C(CCCCCCCCCCCCCCC)(=O)NC(CO)CO